dithiodi-octanoic acid C(CCCCCCCSSCCCCCCCC(=O)O)(=O)O